CN1N=C(C=C1)B1OC(C)(C)C(C)(C)O1 1-methyl-3-pyrazolylboronic acid pinacol ester